NC1=CC=C(C(=N1)C)CNC(CN1C(=NC=C(C1=O)NCCC1=CC=CC=C1)C)=O N-((6-amino-2-methylpyridin-3-yl)methyl)-2-(2-methyl-6-oxo-5-(phenethylamino)pyrimidin-1(6H)-yl)acetamide